FC=1C(=NC(=NC1)N[C@@H]1CC[C@H](CC1)C(=O)OC)C1=CC(=NC=C1)N1C(OCC1)=O trans-methyl 4-((5-fluoro-4-(2-(2-oxooxazolidin-3-yl)pyridin-4-yl)pyrimidin-2-yl)amino)cyclohexane-1-carboxylate